ClC1=C(C=CC=C1Cl)C1(NC=C(C(=N1)NC1=CC=C2CCNCC2=C1)C=1C=NN(C1)C1CCNCC1)N 2-(2,3-dichlorophenyl)-5-(1-(piperidin-4-yl)-1H-pyrazol-4-yl)-N4-(1,2,3,4-tetrahydroisoquinolin-7-yl)pyrimidine-2,4-diamine